C(C)(=O)O[C@H]1[C@@H](O[C@@H]([C@H]([C@@H]1OC(C)=O)OC(C)=O)C(=O)OC)OC=1C=CC2=C(C[C@H]3CCCN([C@@H]3C2)CCC)C1OC(C)=O (2S,3R,4S,5S,6S)-2-(((4aR,10aR)-6-acetoxy-1-propyl-1,2,3,4,4a,5,10,10a-octahydrobenzo[g]quinolin-7-yl)oxy)-6-(methoxycarbonyl)tetrahydro-2H-pyran-3,4,5-triyl triacetate